tert-Butyl 29-(4-(2-(methylthio)pyrimidin-5-yl)-1H-1,2,3-triazol-1-yl)-3,6,9,12,15,18,21,24,27-nonaoxa-nonacosanoate CSC1=NC=C(C=N1)C=1N=NN(C1)CCOCCOCCOCCOCCOCCOCCOCCOCCOCC(=O)OC(C)(C)C